tert-butyl 1-[(2-nitrophenyl) amino]-3-azabicyclo[3.2.1]octane-3-carboxylate [N+](=O)([O-])C1=C(C=CC=C1)NC12CN(CC(CC1)C2)C(=O)OC(C)(C)C